5-(7-fluoro-2-methyl-2H-indazol-5-yl)-2-[6-(piperazin-1-yl)pyridazin-3-yl]pyridin-3-ol FC1=CC(=CC2=CN(N=C12)C)C=1C=C(C(=NC1)C=1N=NC(=CC1)N1CCNCC1)O